6-methyl-3-oxopyridazine-4-carboxamide CC=1C=C(C(NN1)=O)C(=O)N